1-(2-methylpropyl)-1H-imidazol CC(CN1C=NC=C1)C